dinormalpropylsulfone C(CC)S(=O)(=O)CCC